C[Si](O[Si](O[Si](O[Si](C)(C)C)(C)C)(C)C)(C)C decamethyl-tetrasiloxane